2-[chlorocarbonyl (methyl) amino]Ethyl pyrrolidine-1-carboxylate N1(CCCC1)C(=O)OCCN(C)C(=O)Cl